ClC=1C2=CC=CC=C2C=2C=CC(=CC2C1)C1=CC2=CC=CC=C2C=C1 9-chloro-2-(naphthalen-2-yl)phenanthrene